CN1CCC(CC1)C(=O)OCCOCCOCCOCCOC[C@@H](COCCCCCCCC(OC(CCCCCCCC)CCCCCCCC)=O)OCCCCCCCC(=O)OC(CCCCCCCC)CCCCCCCC 2-[2-[2-[2-[(2R)-2,3-bis[8-(1-octylnonoxy)-8-oxo-octoxy]propoxy]ethoxy]ethoxy]ethoxy]ethyl 1-methylpiperidine-4-carboxylate